C1(CC1)CC(=O)N1[C@H]2CC(C[C@@H]1CCC2)N(C2=NC(=CC(=N2)NC2=NNC(=C2)C)C2CCOCC2)C 2-cyclopropyl-1-((1R,3s,5S)-3-(methyl(4-((5-methyl-1H-pyrazol-3-yl)amino)-6-(tetrahydro-2H-pyran-4-yl)pyrimidin-2-yl)amino)-9-azabicyclo[3.3.1]nonan-9-yl)ethan-1-one